C(C1=CC=CC=C1)N1C(\C(\C=2C1=NC(=CC2)C(=O)NC)=C/C=2NC(=CC2C)C)=O (Z)-1-benzyl-3-((3,5-dimethyl-1H-pyrrol-2-yl)methylene)-N-methyl-2-oxo-2,3-dihydro-1H-pyrrolo[2,3-b]pyridine-6-carboxamide